CC(C)(CO)O 2-methyl-2,3-propanediol